ClC=1C=C2C=NC(=NC2=CC1N1CCN(CC1)C(=O)OC(C)(C)C)NC=1C=NN(C1Cl)C1CC1 1-Tert-butyl 4-(6-chloro-2-((5-chloro-1-cyclopropyl-1H-pyrazol-4-yl)amino)quinazolin-7-yl)piperazine-1-carboxylate